ClC=1C(=NC=C(C1)C(F)(F)F)C(=O)N1CC2(C1)C=C(C(C(C2)(C)C)=O)C#N 2-[3-chloro-5-(trifluoromethyl)pyridine-2-carbonyl]-8,8-dimethyl-7-oxo-2-azaspiro[3.5]non-5-ene-6-carbonitrile